ClC=1C=C2C(=C(C(NC2=CC1)=O)C(\C=C\C1=CC=C(C=C1)C)=O)C1=CC=CC=C1 6-chloro-4-phenyl-3-[(E)-3-(p-tolyl)prop-2-enoyl]-1H-quinolin-2-one